OC1=CC=CC(=N1)N1CC(N(CC1)C)=O 4-(6-hydroxypyridin-2-yl)-1-methylpiperazin-2-one